FC1([C@H]([C@@H]1C1=CC=C(C=C1)S(N)(=O)=O)C(=O)O)F (1R,3R)-2,2-difluoro-3-(4-sulfamoylphenyl)cyclopropanecarboxylic acid